Methyl-2H-[1,2'-bipyridin]-2-one CC=1C(N(C=CC1)C1=NC=CC=C1)=O